COC=1C=C(C=C(C1)OC)P(C=1C2=C(OC1)C=CC=1C(=CC=3C=CC4=C(C3C12)C=CC=C4)C4=CC=CC=C4)(C4=CC(=CC(=C4)OC)OC)=O bis(3,5-dimethoxyphenyl)(6-phenylbenzo[5,6]phenanthro[3,4-b]furan-1-yl)phosphine oxide